4-((5-butoxybenzo[d]thiazol-2-yl)thio)-1H-1,2,3-triazole-5-carboxylic acid C(CCC)OC=1C=CC2=C(N=C(S2)SC=2N=NNC2C(=O)O)C1